BrC1=CC=2NC=3C=C(C4=C(C3C2C2=C1C=CC=C2)C=CC=C4)Br 5,9-Dibromo-7H-dibenzo[c,g]carbazole